N-[(3S)-9-fluoro-2-oxo-5-phenyl-1,3-dihydro-1,4-benzo-diazepin-3-yl]-6-[(1S,4S)-5-methyl-2,5-diazabicyclo-[2.2.1]heptan-2-yl]-2-phenylimidazo-[1,2-b]pyridazine-3-carboxamide FC1=CC=CC=2C(=N[C@@H](C(NC21)=O)NC(=O)C2=C(N=C1N2N=C(C=C1)N1[C@@H]2CN([C@H](C1)C2)C)C2=CC=CC=C2)C2=CC=CC=C2